(R)-(1-(difluoromethyl)-1H-pyrazol-5-yl)(4-(pyrazolo[1,5-a]pyridin-2-yl)-6,7-dihydro-1H-imidazo[4,5-c]pyridin-5(4H)-yl)methanone FC(N1N=CC=C1C(=O)N1[C@H](C2=C(CC1)NC=N2)C2=NN1C(C=CC=C1)=C2)F